(E)-(4-amino-6-(trifluoromethyl)pyridin-3-yl)(2-(4-cyclopropyl-2-hydroxyphenyl)-7-(3-(methylsulfonyl)allyl)-2,3,4,5a,6,7,8,9-octahydro-5H-1,2,5,7-tetraazabenzo[cd]azulen-5-yl)methanone NC1=C(C=NC(=C1)C(F)(F)F)C(=O)N1CCC=2N(N=C3CCN(CC1C23)C\C=C\S(=O)(=O)C)C2=C(C=C(C=C2)C2CC2)O